N-(3-(5-chloro-2-(difluoromethoxy)phenyl)-1-(2-hydroxy-2-methylpropyl)-1H-pyrazol-4-yl)pyrazolo[1,5-a]pyrimidine-3-carboxamide ClC=1C=CC(=C(C1)C1=NN(C=C1NC(=O)C=1C=NN2C1N=CC=C2)CC(C)(C)O)OC(F)F